COC(CC=1OC=CC(C1)=O)CCCC(CCCCCCCC)OC 2,6-dimethoxytetradecyl-4-pyrone